(E)-3-(2-(4-Ethylpiperidin-1-yl)-6-(trifluoromethyl)pyridin-3-yl)-N-(2-oxo-2,3-dihydro-1H-benzo[d]imidazol-4-yl)acrylamid C(C)C1CCN(CC1)C1=NC(=CC=C1/C=C/C(=O)NC1=CC=CC=2NC(NC21)=O)C(F)(F)F